ClC1C(C(C(CC1)F)(Cl)Cl)(Cl)Cl pentachloro-6-fluorocyclohexane